BrC=1C=CC(=C2C(=C(C(=NC12)S(=O)CC1=NOC(=C1)C)C(C(C)C)=O)Cl)Cl 1-(8-bromo-4,5-dichloro-2-(((5-methylisoxazol-3-yl)methyl)sulfinyl)quinolin-3-yl)-2-methylpropan-1-one